CNC(C1=CN=CC=C1NC1=CC=CC=2C3=C(CN(C12)C)N=CC=N3)=O N-methyl-4-((6-methyl-5,6-dihydropyrazino[2,3-c]quinolin-7-yl)amino)nicotinamide